CN(C[C@H](C(F)(F)F)OC=1C=C(C#N)C=CN1)C |r| (±)-2-((3-(dimethylamino)-1,1,1-trifluoropropan-2-yl)oxy)isonicotinonitrile